4-ethylbenzene C(C)C1=CC=CC=C1